C(N)(OC1CC2(C1)CCN(CC2)CCCOC=2C=C(C=CC2)C2=C(C(=CC=C2)COC2=C(C=C(C(=C2)OCC=2C=NC=C(C2)C#N)C=O)Cl)C)=O (7-(3-((3'-((2-chloro-5-((5-cyanopyridin-3-yl) methoxy)-4-formylphenoxy) methyl)-2'-methyl-[1,1'-biphenyl]-3-yl) oxy) propyl)-7-aza-spiro[3.5]non-2-yl) carbamate